COC(C1=C(C=CC(=C1)OC1=NN=C(C2=CC=C(C=C12)Br)Cl)F)=O.NC1=C(OC2=C(C(=C(C=C2)C(F)(F)F)C(F)(F)F)OC2=C(C=CC=C2)N)C=CC=C1 bis-(aminophenoxy)bis-(trifluoromethyl)benzene methyl-5-(7-bromo-4-chlorophthalazin-1-yloxy)-2-fluorobenzoate